N(=C=S)C1=CC=C2C(=C(NC2=C1)C1=CC=CC=C1)C(C[N+](=O)[O-])C=1SC=CC1 6-isothiocyanato-3-(2-nitro-1-(thiophen-2-yl)ethyl)-2-phenyl-1H-indole